glycerol-13C3 [13CH2]([13CH]([13CH2]O)O)O